CN(C1C(CCCC1)NC=1C=C2C(N(C(C2=CC1)=O)C1C(NC(CC1)=O)=O)=O)C 5-((2-(dimethylamino)cyclohexyl)amino)-2-(2,6-dioxopiperidin-3-yl)isoindoline-1,3-dione